3-(4-sulfamoylphenyl)propanoic acid S(N)(=O)(=O)C1=CC=C(C=C1)CCC(=O)O